diethyl-7-thiabicyclo[2.2.1]hept-2-ene-2,3-dicarboxylic acid C(C)C12C(=C(C(CC1)(S2)CC)C(=O)O)C(=O)O